(vinylsulfonyl)piperidin-4-amine trifluoroacetate FC(C(=O)O)(F)F.C(=C)S(=O)(=O)N1CCC(CC1)N